N-((4-(((1r,4r)-4-ethyl-4-hydroxycyclohexyl)methoxy)-3-nitrophenyl)sulfonyl)benzamide C(C)C1(CCC(CC1)COC1=C(C=C(C=C1)S(=O)(=O)NC(C1=CC=CC=C1)=O)[N+](=O)[O-])O